2,4-di-hydroxytryptamine OC1=C(CCN)C2=C(C=CC=C2N1)O